FC(OC1=CC=C(C=C1)C#CC1CNC1)F 3-[2-[4-(Difluoromethoxy)phenyl]ethynyl]azetidine